N-{[(1r,4r)-4-{6-[3-(difluoromethyl)-1-methyl-1H-pyrazol-4-yl]-2H-indazol-2-yl}cyclohexyl]methyl}-3,5-difluoro-4-hydroxybenzamide FC(C1=NN(C=C1C=1C=CC2=CN(N=C2C1)C1CCC(CC1)CNC(C1=CC(=C(C(=C1)F)O)F)=O)C)F